(2-{[5-(benzyloxy)-4-(ethoxycarbonyl)-6-oxo-1H-pyrimidin-2-yl]methoxy}ethyl)dimethylsulfanium iodide [I-].C(C1=CC=CC=C1)OC1=C(N=C(NC1=O)COCC[S+](C)C)C(=O)OCC